C(C)OC(CN1C=C(C(C2=CC(=CC=C12)OC)=O)CC1=C(C(=CC=C1)Cl)Cl)=O 4-oxo-6-methoxy-3-(2,3-dichlorophenyl)methyl-1(4H)quinolineacetic acid ethyl ester